1-(tert-butyl) 2-ethyl indoline-1,2-dicarboxylate N1(C(CC2=CC=CC=C12)C(=O)OCC)C(=O)OC(C)(C)C